C(=O)(O)C=CC=1C=C(C(=O)O)C=C(C1)C=CC 3-(2-carboxyvinyl)-5-(prop-1-en-1-yl)benzoic acid